N-{5-[4-(Cyclopentylamino)-6-phenylfuro[2,3-d]pyrimidin-5-yl]-2-(morpholin-4-yl)phenyl}prop-2-enamide C1(CCCC1)NC=1C2=C(N=CN1)OC(=C2C=2C=CC(=C(C2)NC(C=C)=O)N2CCOCC2)C2=CC=CC=C2